N'-(1-methyl-1H-tetrazol-5-yl)isophthalamid CN1N=NN=C1NC(C=1C=C(C(=O)N)C=CC1)=O